N-(5-hydroxy-pyridin-2-yl)-octanamide OC=1C=CC(=NC1)NC(CCCCCCC)=O